10,13-dibromodipyrido[3,2-a:2',3'-c]phenazine BrC1=C2N=C3C4=C(C5=C(C3=NC2=C(C=C1)Br)C=CC=N5)N=CC=C4